O1C(=NC2=C1C=CC=C2)C2CCN(CC2)C2=C(C(N(C1=C(C=CC=C21)Br)C)=O)C#N 4-[4-(1,3-benzooxazol-2-yl)piperidin-1-yl]-8-bromo-1-methyl-2-oxo-1,2-dihydroquinoline-3-carbonitrile